C[Si](CCOC(=O)N[C@@H](CS)C(=O)O)(C)C N-{[2-(trimethylsilyl)-ethoxy]carbonyl}-L-cysteine